F[C@@H]1[C@H]2CC[C@@H](C[C@@H]1N(C1=CN=C(N=N1)C1=C(C=C3C(N(C=NC3=C1)C)=O)O)C)N2 7-(6-(((1R,2R,3S,5S)-2-fluoro-8-azabicyclo[3.2.1]octan-3-yl)(methyl)amino)-1,2,4-triazin-3-yl)-6-hydroxy-3-methylquinazolin-4(3H)-one